FC=1C=C2C(=C(/C(/C2=CC1)=C/C1=CC=C(C=C1)N(CCO)C1=CC=C(C=C1)F)C)CC(=O)NO 2-[(1Z)-5-fluoro-1-({4-[(4-fluorophenyl)(2-hydroxyethyl)amino]phenyl}-methylene)-2-methyl-1H-inden-3-yl]-N-hydroxyacetamide